methyl-(thiophen-2-yl)carbamic acid tert-butyl ester C(C)(C)(C)OC(N(C=1SC=CC1)C)=O